NC1(CCN(CC1)C=1N=C(C2=C(N1)NC=C2C2=C(C1=C(N(N=C1C=C2)C)Cl)Cl)C(=O)N)C2=CC=CC=C2 2-(4-amino-4-phenylpiperidin-1-yl)-5-(3,4-dichloro-2-methyl-2H-indazol-5-yl)-7H-pyrrolo[2,3-d]pyrimidine-4-carboxamide